C=1N=CN2C1C1=CC=CC=C1C2C2CCC1(CN(C1)S(=O)(=O)N)CC2 7-(5H-imidazo[5,1-a]isoindol-5-yl)-2-azaspiro[3.5]nonane-2-sulfonamide